C1(CC1)C=1C=C(C=C(C1)CN1C[C@H](N[C@H](C1)C)C)NC1=NC=CC(=N1)C1=CNC2=CC(=CC=C12)C N-(3-cyclopropyl-5-(((3R,5S)-3,5-dimethylpiperazin-1-yl)methyl)phenyl)-4-(6-methyl-1H-indole-3-yl)pyrimidin-2-amine